N-(4-amino-1,1,1-trifluorobutan-2-yl)-4-[[3-(2,3-difluoro-4-methoxyphenyl)imidazo[1,2-a]pyrazin-8-yl]amino]-2-ethylbenzamide NCCC(C(F)(F)F)NC(C1=C(C=C(C=C1)NC=1C=2N(C=CN1)C(=CN2)C2=C(C(=C(C=C2)OC)F)F)CC)=O